CC=1C=CC=2N(C(C(=C(N2)C2=CC=CC=C2)C(C(C(C(C(C(F)(F)F)(F)F)(F)F)(F)F)(F)F)(F)F)=O)C1 7-methyl-2-phenyl-3-(perfluorohexyl)-4H-pyrido[1,2-a]pyrimidine-4-one